CSCC[C@@H](C(=O)N[C@@H](CCSC)C(=O)O)NC=O The molecule is a dipeptide that is L-methionyl-L-methionine (Met-Met) in which the nitrogen of the N-terminal amino group has been converted into the corresponding formamide. It has a role as a Mycoplasma genitalium metabolite. It is a dipeptide and a member of formamides. It derives from a Met-Met.